ClC1=CC(=NC2=CC=NC=C12)C1=CC=C(OCC(=O)NC2CCN(CC2)C)C=C1 2-(4-(4-chloro-1,6-naphthyridin-2-yl)phenoxy)-N-(1-methylpiperidin-4-yl)acetamide